COC=1C=C(C=C(C1)OC)C1=CC(=CC=C1)C(=O)C1=CC(=C(C=C1)N1C=NC(=C1)C)OC (3',5'-dimethoxy-[1,1'-biphenyl]-3-yl)(3-methoxy-4-(4-methyl-1H-imidazol-1-yl)phenyl)methanone